1,2-di(piperidin-4-yl)ethane copper-vanadium-tungsten [W].[V].[Cu].N1CCC(CC1)CCC1CCNCC1